OC[C@@H]1C[C@@H](CN1)NC(OC(C)(C)C)=O tert-Butyl (3S,5S)-5-(hydroxymethyl)-3-pyrrolidinylcarbamate